C1([C@@H](O)[C@H](O)[C@H](O)[C@@H](O1)C)[C@]1([C@H]([C@H](O[C@H]2[C@@H]([C@H](C(O)O[C@@H]2CO)O)O)O[C@@H]([C@@H]1O)CO)O)O 3'-Fucosyllactose